2-methyl-9,9-bis(4-aminophenyl)fluorene CC1=CC=2C(C3=CC=CC=C3C2C=C1)(C1=CC=C(C=C1)N)C1=CC=C(C=C1)N